1,8-difluoro-N,N-dimethyl-5,6-dihydro-4H-pyrrolo[3,2,1-ij]quinolin-5-amine FC1=CN2CC(CC3=CC(=CC1=C23)F)N(C)C